OCC1=CC=CC=C1C1OCCC1 6-(hydroxymethyl)-2-phenyltetrahydrofurane